CC=1C=C(C=C(C1)C)NC=1C2=C(N=CN1)N(C=C2)C2=CC(=C(C#N)C=C2)NC2CCC(CC2)O 4-(4-((3,5-dimethylphenyl)amino)-7H-pyrrolo[2,3-d]pyrimidin-7-yl)-2-(((1r,4r)-4-hydroxycyclohexyl)amino)benzonitrile